OCC=1C=C(C#N)C(=CN1)OCCOC1OCCCC1 2-(hydroxymethyl)-5-(2-((tetrahydro-2H-pyran-2-yl)oxy)ethoxy)isonicotinonitrile